rhenium chloride [Re](Cl)(Cl)(Cl)Cl